6-(2-amino-5-(3-((dimethylamino)methyl)-4-fluorophenyl)-6-fluoropyridin-3-yl)-7-fluoro-3,4-dihydroisoquinolin-1(2H)-one NC1=NC(=C(C=C1C=1C=C2CCNC(C2=CC1F)=O)C1=CC(=C(C=C1)F)CN(C)C)F